6-(4-fluoro-2-methylphenyl)-2-(2-fluoropyridin-3-yloxymethyl)imidazo[1,2-a]pyrimidine FC1=CC(=C(C=C1)C=1C=NC=2N(C1)C=C(N2)COC=2C(=NC=CC2)F)C